3-(t-butyldimethylsilyloxy)propanal Chromium (III) [Cr+3].[Si](C)(C)(C(C)(C)C)OCCC=O